4,6-dimethyl-N-[(1r,3r)-3-(3-chloro-4-cyanophenoxy)-2,2,4,4-tetramethylcyclobutyl]pyrimidine-5-carboxamide CC1=NC=NC(=C1C(=O)NC1C(C(C1(C)C)OC1=CC(=C(C=C1)C#N)Cl)(C)C)C